[Na+].[Na+].P(=O)([O-])([O-])O[C@H]1[C@H]([C@@H](O[C@@H]1COP(=O)(O)O)N1C=NC=2C(N)=NC=NC12)O Adenosine 3',5'-diphosphate disodium salt